2-(3,5-Dichloro-4-((1-(3-chlorophenyl)-6-oxo-1,6-dihydropyridazin-3-yl)methyl)phenyl)-3,5-dioxo-2,3,4,5-tetrahydro-1,2,4-triazine-6-carbonitrile ClC=1C=C(C=C(C1CC1=NN(C(C=C1)=O)C1=CC(=CC=C1)Cl)Cl)N1N=C(C(NC1=O)=O)C#N